1,5-diethyl (2S)-2-[(3-methyl-5-nitropyridin-2-yl)formamido]pentanedioate CC=1C(=NC=C(C1)[N+](=O)[O-])C(=O)N[C@H](C(=O)OCC)CCC(=O)OCC